FC(S(=O)(=O)NC1=C(C=C(C=C1)C1=NNC(=C1C(=O)N)NC1=NOC(=C1)C)O[C@@H](COC)C1=CC=C(C=C1)F)F (R)-3-(4-((difluoromethyl)sulfonamido)-3-(1-(4-fluorophenyl)-2-methoxyethoxy)phenyl)-5-((5-methylisoxazol-3-yl)amino)-1H-pyrazole-4-carboxamide